O1CC(C1)N1CCN(CC1)C1=CC=CC=2N(C=NC21)C(=O)NCCOC2=CC=CC=C2 4-(4-(Oxetan-3-yl)piperazin-1-yl)-N-(2-phenoxyethyl)-1H-benzo[d]imidazole-1-carboxamide